4-((1-methylcyclopropyl)methoxy)benzene CC1(CC1)COC1=CC=CC=C1